C1=CC=CC=2CCC3CCC4=C(N3C21)C=CC=C4 6,6a,7,8-Tetrahydro-5H-dibenzo[c,f]-quinolizine